C(#C)C=1C=CC(=NC1)/C=C/C(=O)O (2E)-3-(5-ethynylpyridin-2-yl)prop-2-enoic acid